ClC=1C=C(C=C(C1)F)N1C=C(C=2C(C(CCC12)(F)F)O)I 1-(3-chloro-5-fluorophenyl)-5,5-difluoro-3-iodo-4,5,6,7-tetrahydro-1H-indol-4-ol